C(C)(=O)N[C@H]1[C@@H]2[C@H](OC([C@](C[C@@H]1O)(O2)OC(CCCCCCCCCCCCCCC)=O)=O)[C@@H](CO)O.NCC2=C1C=CC=NC1=CC=C2 5-(Aminomethyl)quinoline (1R,4R,5R,6R,7S)-6-acetamido-4-((R)-1,2-dihydroxyethyl)-7-hydroxy-2-oxo-3,9-dioxabicyclo[3.3.1]nonan-1-yl-palmitate